1-(4-fluorophenyl)pyrazolidine FC1=CC=C(C=C1)N1NCCC1